FC1=C(C=CC=C1F)C[C@@H](C(=O)O)N (2S)-3-(2,3-difluorophenyl)-2-aminopropionic acid